NC1=NC=CC(=N1)OC1=CC(=C(C=C1)N1C(N(CC1=O)C1=CC(=CC=C1)OC(F)F)=O)C(C)C 3-{4-[(2-amino-4-pyrimidinyl)oxy]-2-isopropylphenyl}-1-[3-(difluoromethoxy)phenyl]-2,4-imidazolidinedione